2-(5-Chloro-2-fluorophenyl)pyridin-3-yl-[1,2,4]triazolo[4,3-a]pyridin ClC=1C=CC(=C(C1)C1=NC=CC=C1C1=NN=C2N1C=CC=C2)F